ClC=1C(=C(C=CC1F)[C@H](NC(=O)N1[C@@H](C(NCC1)=O)C)[C@@H]1C[C@H](C1)C(F)(F)F)F (R)-N-((R)-(3-chloro-2,4-difluorophenyl)(trans-3-(trifluoromethyl)cyclobutyl)-methyl)-2-methyl-3-oxopiperazine-1-carboxamide